(1S,2S)-2-(3-chlorophenyl)-N-(2-(((6-cyclopropyl-8-(4-methylpiperazin-1-yl)imidazo[1,2-a]pyridin-2-yl)methyl)amino)pyrimidin-4-yl)cyclopropane-1-carboxamide ClC=1C=C(C=CC1)[C@@H]1[C@H](C1)C(=O)NC1=NC(=NC=C1)NCC=1N=C2N(C=C(C=C2N2CCN(CC2)C)C2CC2)C1